C1(CC1)C(C(=O)N1CCOC2=C(C1)C=NC=C2C#N)(C)OC 4-(2-cyclopropyl-2-methoxy-propanoyl)-3,5-dihydro-2H-pyrido[3,4-f][1,4]oxazepine-9-carbonitrile